7-((tert-butyldimethylsilyl)oxy)-6,7-dihydro-5H-cyclopenta[b]pyridine-4-carbonitrile [Si](C)(C)(C(C)(C)C)OC1CCC=2C1=NC=CC2C#N